O[C@H]1CCCCCCCCCCC(OCC[C@@H]1O)=O |r| (13SR,14SR)-13,14-dihydroxy-oxacyclohexadecan-2-one